N-{2-fluoro-4-[(2S,3R)-4-(4-methylpiperazin-1-yl)-4-oxo-3-{[(propan-2-yl)carbamoyl]amino}butan-2-yl]phenyl}acetamide FC1=C(C=CC(=C1)[C@H](C)[C@H](C(=O)N1CCN(CC1)C)NC(NC(C)C)=O)NC(C)=O